C(C)OP(OCC)(=O)\C=C\[C@H]1O[C@@H]([C@H]([C@H]([C@@H]1O)O)O)CC1=CC=C(C=C1)N=[N+]=[N-] ((E)-2-((2R,3S,4R,5S,6R)-6-(4-azidobenzyl)-3,4,5-trihydroxytetrahydro-2H-pyran-2-yl)vinyl)phosphonic acid diethyl ester